CC1=CC=C(C=C1)S(=O)(=O)OCC ethyl 4-methylbenzenesulfonate